2-(2-((5-bromo-2-chloropyrimidin-4-yl)amino)phenyl)isothiazolidine 1,1-dioxide BrC=1C(=NC(=NC1)Cl)NC1=C(C=CC=C1)N1S(CCC1)(=O)=O